FC1=C(C=CC(=C1)C1=NN(C=N1)C1=CC=C(C=C1)OC(F)(F)F)/C=C/C(=O)OCC (E)-ethyl 3-(2-fluoro-4-(1-(4-(trifluoromethoxy)phenyl)-1H-1,2,4-triazol-3-yl)phenyl)acrylate